C(#N)C1=CC=C(C=C1)C1=CC=C(C=C1)C1=CC2=C(N=C(O2)C2=CC=C(C=C2)C=2C3=CC=CC=C3C=3C=CC=CC3C2)C(=C1)C1=CC=CC=C1 6-(4'-cyano-biphenyl-4-yl)-2-{4-(phenanthr-9-yl)-phenyl}-4-phenyl-benzoxazole